OC1=CC=C(C=C1)C(C=O)=CCC1=CC=C(C=C1)O 2,4-bis(p-hydroxyphenyl)-2-butenal